5-{2-acetamidoimidazo[1,2-b]pyridazin-6-yl}-N-{[(1s,2s)-2-(4-fluorophenyl)cyclopropyl]methyl}-2-methoxypyridine-3-carboxamide C(C)(=O)NC=1N=C2N(N=C(C=C2)C=2C=C(C(=NC2)OC)C(=O)NC[C@@H]2[C@H](C2)C2=CC=C(C=C2)F)C1